CC1=CC=C(C(=O)NC2=CN(C(C=C2)=O)C2=CC=CC=C2)C=C1 4-methyl-N-(6-oxo-1-phenyl-1,6-dihydropyridin-3-yl)benzamide